CN1NC=C(C1)C(=O)N 2-methyl-1H-pyrazole-4-carboxamide